C1(CCC1)CN1C(N(CC12CCC(CC2)(C2=CC=CC=C2)N(C)C)CC=2N=NN(C2)CC(=O)N)=O CIS-2-[4-[[1-(Cyclobutyl-methyl)-8-dimethylamino-2-oxo-8-phenyl-1,3-diazaspiro[4.5]decan-3-yl]-methyl]-1H-[1,2,3]triazol-1-yl]-acetamide